FC1=CC=C(C=C1)C=1N=CN(C1C=1C=C2C=C(C=NC2=CC1)N1CCC2(CCCN2)CC1)C 8-(6-(4-(4-fluorophenyl)-1-methyl-1H-imidazol-5-yl)quinolin-3-yl)-1,8-diazaspiro[4.5]decane